C1(=CC=CC=C1)P(OC1=CC=CC=C1)([O-])=O phenyl (phenyl phosphonate)